CC1(CC1)N1C=NC(=C1)C(=O)C=1N=CN(C1)C1(CC1)C [1-(1-methylcyclopropyl)-1H-imidazol-4-yl]Ketone